C(N)(=N)C=1C=C(SC1)[C@@H](C)NC(=O)[C@H]1N(C[C@](C1)(CF)F)C(CNC(=O)C=1C=CC=2SC3=CC=CC=C3OC2C1)=O (2S,4R)-N-((R)-1-(4-carbamimidoylthiophen-2-yl)ethyl)-4-fluoro-4-(fluoromethyl)-1-((phenoxathiine-3-carbonyl)glycyl)pyrrolidine-2-carboxamide